C(C)OC(NC1=NC=CC(=C1)CCC1=CN=C(S1)NC(=O)NC=1N(N=C(C1)C(C)(C)C)CC1CC1)=O [4-(2-{2-[3-(5-tert-Butyl-2-cyclopropylmethyl-2H-pyrazol-3-yl)-ureido]-thiazol-5-yl}-ethyl)-pyridin-2-yl]-carbamic acid ethyl ester